NC1=C(C(=C(C=C1)C1=CC2=C(N=C(N=C2)SC)N(C1=O)C)F)F 6-(4-amino-2,3-difluoro-phenyl)-8-methyl-2-methylsulfanyl-pyrido[2,3-d]pyrimidin-7-one